methyl 5-bromo-1-((2-(trimethylsilyl)ethoxy)methyl)-1H-pyrazole-3-carboxylate BrC1=CC(=NN1COCC[Si](C)(C)C)C(=O)OC